5-(hydroxymethyl)bicyclo[2.2.1]heptane OCC1C2CCC(C1)C2